N[C@H](COCC)C1=CC=2N(N=C1)C=C(N2)[C@H](C2CCC(CC2)(F)F)NC(OC(C)(C)C)=O |o1:1| tert-Butyl ((S)-(7-((S*)-1-amino-2-ethoxyethyl)imidazo[1,2-b]pyridazin-2-yl)(4,4-difluorocyclohexyl)methyl)carbamate